P(=O)(OC[N+]1=C(C(=CC=C1)C1=CC(=NO1)CC=1C=NC(=CC1)OCC1CC1)N)(O)[O-] (2-amino-3-(3-((6-(cyclopropylmethoxy)pyridin-3-yl)methyl)isoxazol-5-yl)pyridin-1-ium-1-yl)methyl hydrogen phosphate